FC1=C(C=C(C=C1)C=1CC=NCC1)OCC=1C=C2C=NN(C2=CC1)C 4-(4-fluoro-3-((1-methyl-1H-indazol-5-yl)methoxy)phenyl)-3,6-dihydropyridine